C(C)OC1=CC(=C(C=C1OCC)CC(C)N)OC 1-(4,5-diethoxy-2-methoxyphenyl)propan-2-amine